C(C)(C)(C)OC(=O)N1C(C2=CC=C(C=C2C1)S(NC)(=O)=O)C(=O)O 2-(tert-Butoxycarbonyl)-5-(N-methylsulfamoyl)isoindoline-1-carboxylic Acid